phenylenediaminium chlorine salt [Cl+].C1(=C(C=CC=C1)[NH3+])[NH3+]